BrC=1C=NC(=C(C(=O)N[C@@H]2CN(C[C@@H]2F)C(=O)OCC(F)(F)F)C1)OC 2,2,2-trifluoroethyl (3R,4S)-3-(5-bromo-2-methoxynicotinamido)-4-fluoropyrrolidine-1-carboxylate